acetate (trifluoromethyl acetate) FC(F)(F)CC(=O)O.C(C)(=O)O